N[C@H](C(=O)N1[C@@H](C[C@@H](C1)O)C(=O)N[C@@H](C)C1=CC=C(C=C1)C1=C(N=CS1)C)C(C)(C)C (2S,4S)-1-((S)-2-amino-3,3-dimethylbutanoyl)-4-hydroxy-N-((S)-1-(4-(4-methylthiazol-5-yl)phenyl)ethyl)pyrrolidine-2-carboxamide